13-chloro-10-(2,6-difluoro-4-{[2-(methylamino)ethyl]amino}phenyl)-8-ethyl-5-methyl-6,8,10-triazatricyclo[9.4.0.02,7]pentadeca-1(11),2(7),3,5,12,14-hexaen-9-one ClC1=CC=2N(C(N(C=3N=C(C=CC3C2C=C1)C)CC)=O)C1=C(C=C(C=C1F)NCCNC)F